5-Fluoro-6-(2-methoxyethoxy)-3-[3-(1,3-thiazol-5-yl)-1,2-oxazol-5-yl]-1H-indazol FC=1C=C2C(=NNC2=CC1OCCOC)C1=CC(=NO1)C1=CN=CS1